C(C#CC)(=O)N1[C@@H](C[C@H](CC1)N1N=NC=2C(=NC=3C(=C(C(=CC3C21)Cl)C2=C(C(=CC=C2)Cl)C)F)N2C(COCC2)=O)CC#N 2-((2S,4S)-1-(but-2-ynoyl)-4-(8-chloro-7-(3-chloro-2-methylphenyl)-6-fluoro-4-(3-oxomorpholino)-1H-[1,2,3]triazolo[4,5-c]quinolin-1-yl)piperidin-2-yl)acetonitrile